C1(CC1)N1N=CC(=N1)C1=C(C(=NC=C1)NC1=C(N=NC(=C1)NC(=O)N(C)C)C(=O)NC([2H])([2H])[2H])OC 4-((4-(2-cyclopropyl-2H-1,2,3-triazol-4-yl)-3-methoxypyridin-2-yl)amino)-6-(3,3-dimethylureido)-N-(methyl-d3)pyridazine-3-carboxamide